2-[1-[2,6-difluoro-4-(4-isobutoxy-6-methyl-pyrimidin-2-yl)phenyl]-4-piperidinyl]acetic acid FC1=C(C(=CC(=C1)C1=NC(=CC(=N1)OCC(C)C)C)F)N1CCC(CC1)CC(=O)O